tert-butyl N-[1-[4-(5-chloro-2-fluoro-anilino)pyrido[3,2-d]pyrimidin-6-yl]azetidin-3-yl]carbamate ClC=1C=CC(=C(NC=2C3=C(N=CN2)C=CC(=N3)N3CC(C3)NC(OC(C)(C)C)=O)C1)F